O1CCCCC(CCCCCCCCCC1)=O oxacyclohexadecan-6-one